6-[2-(6-Methyl-pyridin-2-yl)-6,7-dihydro-5H-imidazo[1,2-a]imidazol-3-yl]-benzothiazole CC1=CC=CC(=N1)C=1N=C2N(C1C1=CC3=C(N=CS3)C=C1)CCN2